rac-(3aR,5R,7S,7aR)-5-(4-(tert-butyl)phenyl)-1,3,3,7-tetramethyloctahydrobenzo[c]isoxazole C(C)(C)(C)C1=CC=C(C=C1)[C@H]1C[C@@H]2[C@H](N(OC2(C)C)C)[C@H](C1)C |r|